2-(1-(7-(8-ethyl-7-fluoro-3-hydroxynaphthalen-1-yl)-8-fluoro-2-(((2R,7aS)-2-fluorotetrahydro-1H-pyrrolizin-7a(5H)-yl)methoxy)pyrido[4,3-d]pyrimidin-4-yl)azetidin-3-yl)acetic acid C(C)C=1C(=CC=C2C=C(C=C(C12)C1=C(C=2N=C(N=C(C2C=N1)N1CC(C1)CC(=O)O)OC[C@]12CCCN2C[C@@H](C1)F)F)O)F